CN1C(=C(C2=CC=CC=C12)C=C(C#N)C#N)C1=CC=CC=C1 2-[(1-methyl-2-phenyl-1H-indole-3-yl)methylene]propanedinitrile